NC=1C=2N(C=CN1)C(=NC2Br)N2CCC1(CCC(N1)=O)CC2 8-(8-amino-1-bromoimidazo[1,5-a]pyrazin-3-yl)-1,8-diazaspiro[4.5]decan-2-one